ClC1=NC(=C2C(=N1)N(N=C2)C(C)C)CC(C)C 6-chloro-4-isobutyl-1-isopropyl-1H-pyrazolo[3,4-d]Pyrimidine